C(CCC)[C@@H]1N(S(C2=C(N(C1)C1=CC=CC=C1)C=C(C(=C2)OCC2(CC2)C(=O)OCC)SC)(=O)=O)C Ethyl (S)-1-(((3-butyl-2-methyl-7-(methylthio)-1,1-dioxido-5-phenyl-2,3,4,5-tetrahydro-1,2,5-benzothiadiazepin-8-yl)oxy)methyl)cyclopropane-1-carboxylate